BrC1=CC(=C(C(=C1)F)NC(C)=O)Cl N-(4-bromo-2-chloro-6-fluorophenyl)acetamide